Racemic-6-(3-((Benzyloxy)methyl)-4-ethyl-5-oxo-4,5-dihydro-1H-1,2,4-triazol-1-yl)-7-fluoro-2-(o-tolyl)-4-(1,1,1-trifluoropropan-2-yl)phthalazin-1(2H)-one C(C1=CC=CC=C1)OCC1=NN(C(N1CC)=O)C=1C=C2C(=NN(C(C2=CC1F)=O)C1=C(C=CC=C1)C)[C@H](C(F)(F)F)C |r|